N1=CC(=CC=C1)N1CC(CC1)N 1-(pyridin-3-yl)pyrrolidin-3-amine